C(#N)C1=CC2=C(N(C(N2)=O)C2CCC(CC2)C(=O)O)C=C1 4-(5-cyano-2-oxo-3H-benzoimidazol-1-yl)cyclohexanecarboxylic acid